(pentamethylcyclopentadienyl)(fluorenyl)zirconium dichloride [Cl-].[Cl-].CC1=C(C(=C(C1(C)[Zr+2]C1=CC=CC=2C3=CC=CC=C3CC12)C)C)C